ClC1=C(C=CC=C1C1=NC(=C(C=C1)CNC(C)(CCO)C)OC)C1=C(C(=CC=C1)NC(=O)C=1C(N(C(N(C1)C)=O)C)=O)C N-(2'-chloro-3'-(5-(((4-hydroxy-2-methylbut-2-yl)amino)methyl)-6-methoxypyridin-2-yl)-2-methyl-[1,1'-biphenyl]-3-yl)-1,3-dimethyl-2,4-dioxo-1,2,3,4-tetrahydropyrimidine-5-carboxamide